ClC1=CC=C(C(=N1)C(=O)O)NC(C)C1=C2N=C(C(=NC2=CC(=C1)C)C#N)N1CC2=CC=CC=C2CC1 6-chloro-3-((1-(2-cyano-3-(3,4-dihydroisoquinolin-2(1H)-yl)-7-methylquinoxalin-5-yl)ethyl)amino)picolinic acid